O1CCOC12CCC(CC2)NC2=C(C=C(C=C2)S(=O)(=O)NC(C2=C(C=CC=C2)OC=2C=C1C(=NC2)NC=C1)=O)[N+](=O)[O-] N-{[4-(1,4-dioxaspiro[4.5]dec-8-ylamino)-3-nitrophenyl]sulfonyl}-2-(1H-pyrrolo[2,3-b]pyridin-5-yloxy)benzamide